C(C)(=O)N[C@H](C(=O)N[C@@H](CC1=CC=C(C=C1)NS(O)(=O)=O)C=1SC=C(N1)C(C)(C)C)CC1=CC=CC=C1 4-[(S)-2-((S)-2-Acetamido-3-phenylpropanamido)-2-(4-tert-butylthiazol-2-yl)ethyl]-phenylsulfamic acid